(1R,3S)-3-(3-(2-(5-chloro-2-formyl-3-methoxyphenoxy)acetamido)-1H-pyrazol-5-yl)cyclopentyl isopropylcarbamate C(C)(C)NC(O[C@H]1C[C@H](CC1)C1=CC(=NN1)NC(COC1=C(C(=CC(=C1)Cl)OC)C=O)=O)=O